C1=CC(=C(C=C1O)Cl)O The molecule is a benzenediol that consists of hydroquinone bearing a single chloro substituent. It has a role as a metabolite. It is a member of monochlorobenzenes and a member of chlorohydroquinones.